N,1-dimethyl-1H-pyrazole-4-amine CNC=1C=NN(C1)C